COC=1C=C(C=C(C1)C)C1=CC=C(C=C1)C(=O)O 3'-methoxy-5'-methyl-[1,1'-biphenyl]-4-carboxylic acid